tert-butyl-8-fluoro-2-(6-methyl-2-((1-(methylsulfonyl)piperidin-4-yl)amino)pyrido[3,4-d]pyrimidin-8-yl)-2,6-diazaspiro[3.4]octane-6-carboxylate C(C)(C)(C)OC(=O)N1CC2(CN(C2)C2=NC(=CC3=C2N=C(N=C3)NC3CCN(CC3)S(=O)(=O)C)C)C(C1)F